CNC=1C=C(C=CC1)N1CC2(CN(C2)C(=O)OC(C)(C)C)C1 tert-butyl 6-[3-(methylamino) phenyl]-2,6-diazaspiro[3.3]heptane-2-carboxylate